Methyl (1R,2R,3S,4S)-3-(azidocarbonyl)bicyclo[2.2.1]hept-5-ene-2-carboxylate N(=[N+]=[N-])C(=O)[C@@H]1[C@@H]([C@H]2C=C[C@@H]1C2)C(=O)OC